methyl (1S)-1-hydroxy-6-oxocyclohex-2-ene-1-carboxylate O[C@]1(C=CCCC1=O)C(=O)OC